tert-butyl-phosphodisulfide C(C)(C)(C)SSP(=O)=O